C(C=C)(=O)SSC(C1=CC=C(C=C1)C1SCCS1)=O (4-(1,3-dithiolan-2-yl) benzoyl) prop-2-ene(dithioperoxoate)